4,5,6,7-Tetrachloroindan-1,3-dion ClC1=C2C(CC(C2=C(C(=C1Cl)Cl)Cl)=O)=O